C[Si](OCCCC)(C)C trimethyl-monon-butoxysilane